C(C)(=O)C1=C(C2=C(N=C(N=C2)NC2=CC=C(C=N2)N2CCN(CC2)CCN(C=2C=C3CN(CC3=CC2)C2C(NC(CC2)=O)=O)C)N(C1=O)C1CCCC1)C 5-((2-(4-(6-((6-acetyl-8-cyclopentyl-5-methyl-7-oxo-7,8-dihydropyrido[2,3-d]pyrimidin-2-yl)amino)pyridin-3-yl)piperazin-1-yl)ethyl)(methyl)amino)-2-(2,6-dioxopiperidin-3-yl)isoindoline